4-((3-Azaspiro[5.5]undecan-9-yl)methyl)piperazine-1-carboxylate C1CNCCC12CCC(CC2)CN2CCN(CC2)C(=O)[O-]